3,5-bis(trifluoromethyl)benzothiamide FC(C=1C=C(C(N)=S)C=C(C1)C(F)(F)F)(F)F